N-[4-(5-Chloro-1,3-benzoxazol-2-yl)phenyl]bicyclo[1.1.1]pentan-1-carboxamid ClC=1C=CC2=C(N=C(O2)C2=CC=C(C=C2)NC(=O)C23CC(C2)C3)C1